4-(4-(4-(3,4-Dihydroisoquinolin-2(1H)-yl)piperidine-1-carbonyl)phenoxy)piperidine-1-carboxylic acid tert-butyl ester C(C)(C)(C)OC(=O)N1CCC(CC1)OC1=CC=C(C=C1)C(=O)N1CCC(CC1)N1CC2=CC=CC=C2CC1